5,6-difluoro-3-oxo-2,3-dihydro-1H-indole FC=1C=C2C(CNC2=CC1F)=O